1-(1-(4-(8-(but-3-en-1-yloxy)-[1,2,4]triazolo[1,5-a]pyrazin-6-yl)-5-methoxypyrimidin-2-yl)ethyl)-1-ethyl-3-((S)-7,7,7-trifluorohept-1-en-4-yl)urea C(CC=C)OC=1C=2N(C=C(N1)C1=NC(=NC=C1OC)C(C)N(C(=O)N[C@H](CC=C)CCC(F)(F)F)CC)N=CN2